BrC=1C=C(C=CC1)NC1CCN(CC1)C(=O)O 4-(3-Bromophenylamino)piperidine-1-carboxylic acid